Potassium Sulfur (-)-4-(3-azido-2,4-difluorophenyl)-1-(1H-imidazol-1-ylmethyl)pyrrolidin-2-one N(=[N+]=[N-])C=1C(=C(C=CC1F)C1CC(N(C1)CN1C=NC=C1)=O)F.[S].[K]